OC1(CCN(CC1)C(=O)OC(C)(C)C)CCN1C=NC2=CC=C(C=C2C1=O)O tert-butyl 4-hydroxy-4-[2-(6-hydroxy-4-oxo-quinazolin-3-yl)ethyl]piperidine-1-carboxylate